2-hydroxy-N,N,N-trimethyl-ethylammonium 8-(2-hydroxybenzoylamino)octanoate OC1=C(C(=O)NCCCCCCCC(=O)[O-])C=CC=C1.OCC[N+](C)(C)C